5-((R)-3-amino-2-((((R)-pyrrolidin-2-yl)methyl)amino)propanamido)-2-methyl-N-((R)-1-(naphthalen-1-yl)ethyl)benzamide tris(2,2,2-trifluoroacetate) FC(C(=O)O)(F)F.FC(C(=O)O)(F)F.FC(C(=O)O)(F)F.NC[C@H](C(=O)NC=1C=CC(=C(C(=O)N[C@H](C)C2=CC=CC3=CC=CC=C23)C1)C)NC[C@@H]1NCCC1